[Si](C)(C)(C(C)(C)C)OC1=CC2=C(N=C(S2)Cl)C=C1 6-(tert-butyldimethylsilyloxy)-2-chlorobenzo[d]thiazole